OC=1C=C(C(=O)N2CC3C(C2)CN(C3)C3=C(C=C(C=C3)C(CCC)=O)F)C=CC1O 1-(4-(5-(3,4-dihydroxybenzoyl)hexahydropyrrolo[3,4-c]pyrrol-2(1H)-yl)-3-fluorophenyl)butan-1-one